Tert-butyl bromoacetate Tert-butyl-Bromoacetate C(C)(C)(C)OC(CBr)=O.BrCC(=O)OC(C)(C)C